2-amino-N-(4-nitrophenyl)benzamide NC1=C(C(=O)NC2=CC=C(C=C2)[N+](=O)[O-])C=CC=C1